5-Chloro-N2-cyclohexyl-N4-(3-(trifluoromethyl)phenyl)pyrimidine-2,4-diamine ClC=1C(=NC(=NC1)NC1CCCCC1)NC1=CC(=CC=C1)C(F)(F)F